2,6-bis(methoxymethyl)-4-n-butylphenol COCC1=C(C(=CC(=C1)CCCC)COC)O